C1=COC(=C1)C(=O)[O-].[K+] Potassium Oxolate